FC1=C(C=CC=C1)C1=C(C(=NC=2CN(CCC12)C[C@H]1NC(CC1)=O)N1CC2(CN(C2)C(C=C)=O)CC1)C#N 4-(2-fluorophenyl)-7-(((2S)-5-oxo-2-pyrrolidinyl)methyl)-2-(2-(2-propenoyl)-2,6-diazaspiro[3.4]octan-6-yl)-5,6,7,8-tetrahydro-1,7-naphthyridine-3-carbonitrile